CC(CCCO)CCC(C)C 4,7-dimethyl-1-octanol